N1-(1-(tetrahydro-2H-pyran-2-yl)-1H-indazol-6-yl)cyclohexane-1,4-diamine O1C(CCCC1)N1N=CC2=CC=C(C=C12)NC1CCC(CC1)N